(1H-pyrazol-5-yl)methanone N1N=CC=C1C=O